C1(CCC1)C=1C(=NN(C1C1=CC(=C(C=C1)F)F)C)NC(=O)C1(CC(C1)(F)F)C N-(4-cyclobutyl-5-(3,4-difluorophenyl)-1-methyl-1H-pyrazol-3-yl)-3,3-difluoro-1-methylcyclobutane-1-carboxamide